N[C@H](C(=O)NCC1CC(C1)C1=C(NC2=C(C=C(C=C12)F)F)C1=CC=C(C=C1)F)C (S)-2-amino-N-(((1r,3S)-3-(5,7-difluoro-2-(4-fluorophenyl)-1H-indol-3-yl)cyclobutyl)methyl)propanamide